N-(3-(difluoromethoxy)-5-fluorophenyl)-2-(1-(4-(2,6-dioxopiperidin-3-yl)-3,5-difluorophenyl)azetidin-3-yl)acetamide FC(OC=1C=C(C=C(C1)F)NC(CC1CN(C1)C1=CC(=C(C(=C1)F)C1C(NC(CC1)=O)=O)F)=O)F